C(C1=CC=CC=C1)OC1=C(C=CC=C1)N1C(C([C@@H]1C1=C(C=C(C=C1)Br)OC)(C)C)=O (4S)-1-[2-(benzyloxy)phenyl]-4-(4-bromo-2-methoxyphenyl)-3,3-dimethylazetidin-2-one